C1(=CC=CC=C1)[SiH](OOC(C1=CC=CC=C1)(C)C)C1=CC=CC=C1 diphenyl-(α,α'-dimethylbenzyl-peroxy)silane